2-(bis(methylthio)methylene)-3-oxobutanoic acid ethyl ester C(C)OC(C(C(C)=O)=C(SC)SC)=O